C(C)N1C(=NN=C(C1=O)N[C@H]1CN(CCC1)CC)C1=C(C2=C(SC=C2)C=C1)O (R)-4-ethyl-6-((1-ethylpiperidin-3-yl)amino)-3-(4-hydroxybenzo[b]thiophen-5-yl)-1,2,4-triazine-5(4H)-one